2-(2-fluorophenyl)-4-phenylpentanedioic acid FC1=C(C=CC=C1)C(C(=O)O)CC(C(=O)O)C1=CC=CC=C1